NC1=C2N=CN(C2=NC(=N1)OC(CO[Si](C1=CC=CC=C1)(C1=CC=CC=C1)C(C)(C)C)CCC)CC1=CC=C(CNC(OC(C)(C)C)=O)C=C1 tert-butyl (4-((6-amino-2-((1-((tert-butyldiphenylsilyl)oxy)pentan-2-yl)oxy)-9H-purin-9-yl)methyl)benzyl)carbamate